3-amino-N-[(3R)-7-[(2R,5S)-5-amino-2-(trifluoromethyl)piperidin-1-yl]-3,4-dihydro-2H-1-benzopyran-3-yl]-6-methylthieno[2,3-b]pyridine-2-carboxamide NC1=C(SC2=NC(=CC=C21)C)C(=O)N[C@H]2COC1=C(C2)C=CC(=C1)N1[C@H](CC[C@@H](C1)N)C(F)(F)F